C[C@H]1CC[C@@H](N(C1)C(=O)OC(C)(C)C)C1=CC=C2C=CC=NC2=C1 (2R,5S)-tert-butyl 5-methyl-2-(quinolin-7-yl)piperidine-1-carboxylate